O[C@@H]1[C@H](CCCC1)NC(=O)C=1C=C(C=2N(N1)C=CC2)CC2=CC=C(C=C2)C2=NC=CC(=C2)C#N N-[(1s,2s)-2-hydroxycyclohexyl]-4-[4-(4-cyanopyridin-2-yl)-benzyl]-pyrrolo[1,2-b]pyridazine-2-carboxamide